C1(=CC=CC=C1)C(C1=CC=CC=C1)=NC1=NC=CC(=C1)C(C1=CC=C(C#N)C=C1)OC1=CC=C2C(CCOC2=C1)=O 4-((2-((Diphenylmethylene)amino)pyridin-4-yl)((4-oxochroman-7-yl)oxy)methyl)benzonitrile